7-[(2,4-dimethoxyphenyl)methoxy]-3H-quinazolin-4-one COC1=C(C=CC(=C1)OC)COC1=CC=C2C(NC=NC2=C1)=O